3-(methoxycarbonyl)-2-oxo-1,2-dihydropyran COC(=O)C=1C(OC=CC1)=O